C1=CC=CC=2C3=CC=CC=C3C(C12)COC(=O)N[C@H](C(=O)N[C@H](C(=O)O)CCCNC(=O)N)C(C)C (S)-2-((S)-2-((((9H-fluorene-9-yl)methoxy)carbonyl)amino)-3-methylbutyrylamino)-5-ureidopentanic acid